5,6-dihydro-4H-[1,2,4]triazolo[4,3-a][1]benzazepin-5-yl acetate C(C)(=O)OC1CC=2N(C3=C(C1)C=CC=C3)C=NN2